5-(4-(difluoromethoxy)phenyl)-N-(2-((2r,6s)-2,6-dimethylmorpholinyl)-6-fluoropyrimidin-4-yl)pyridazin-3-amine FC(OC1=CC=C(C=C1)C=1C=C(N=NC1)NC1=NC(=NC(=C1)F)N1C[C@H](O[C@H](C1)C)C)F